C(C)(C)OC(=O)C=1C(=NC=NC1)C=1C=C(C2=C(N(C(=N2)C)C(C)C)C1)F 4-(4-fluoro-1-isopropyl-2-methyl-1H-benzo[d]imidazole-6-yl)pyrimidine-5-carboxylic acid isopropyl ester